4-(4-amino-6-(2-fluoro-4-(2-fluoroacrylamido)phenyl)pyrazolo[5,1-f][1,2,4]triazin-5-yl)-N-(3-fluorobicyclo[1.1.1]pentan-1-yl)-2-methoxybenzamide NC1=NC=NN2C1=C(C(=N2)C2=C(C=C(C=C2)NC(C(=C)F)=O)F)C2=CC(=C(C(=O)NC13CC(C1)(C3)F)C=C2)OC